tert-butylphosphonium C(C)(C)(C)[PH3+]